3-allylpyrrolidine-1,3-dicarboxylic acid 1-(tert-butyl) ester 3-methyl ester COC(=O)C1(CN(CC1)C(=O)OC(C)(C)C)CC=C